ClC=1C(=CC(=C(CN2[C@@H](CCCC2)C(=O)O)C1)OCC=1C=NC=C(C1)C#N)OC1CCC2=C(C=CC=C12)C1=C(C(=CC=C1)OCCCN1C[C@@H](CC1)O)C (2S)-1-(5-chloro-2-((5-cyanopyridin-3-yl)methoxy)-4-((4-(3-(3-((R)-3-hydroxypyrrolidin-1-yl)propoxy)-2-methylphenyl)-2,3-dihydro-1H-inden-1-yl)oxy)benzyl)-piperidine-2-carboxylic acid